CN1C(N([C@H]2[C@H](O)[C@H](O)[C@@H](CO)O2)C=CC1=O)=O N3-methyl-uridine